(R)-N-(4-cyclobutyl-5-(4-methoxyphenyl)-1-methyl-1H-pyrazol-3-yl)-2-(2,2,3,3-tetrafluorocyclobutyl)acetamide C1(CCC1)C=1C(=NN(C1C1=CC=C(C=C1)OC)C)NC(C[C@H]1C(C(C1)(F)F)(F)F)=O